CN(C=1C=C(C=2C(C3=CC=C(C=C3N(C2C1)C1=CC=CC=C1)N(C)C)C1=C(C=C(C=C1C)C)C)OC)C 3,6-bis(dimethylamino)-9-mesityl-1-methoxy-10-phenylacridine